C(C=C)(=O)N1[C@@H](CCCC1)C=1N(C(=C(N1)C1=CC=C(C=C1)C(NC1=NC=CC(=C1)C(F)(F)F)=O)C(=O)N)N (S)-2-(1-acryloylpiperidin-2-yl)-1-amino-4-(4-((4-(trifluoromethyl)pyridin-2-yl)carbamoyl)phenyl)-1H-imidazole-5-carboxamide